4-CYCLOPROPYL-3-(5,6-DIHYDRO-2H-PYRAN-3-YL)-N-ETHYL-1,2-THIAZOLE-5-CARBOXAMIDE C1(CC1)C=1C(=NSC1C(=O)NCC)C=1COCCC1